(S)-tert-butyl (1-(3-chloro-5-fluorophenyl)-2-hydroxyethyl)carbamate ClC=1C=C(C=C(C1)F)[C@@H](CO)NC(OC(C)(C)C)=O